C(CC(=O)C)(=O)N1CCNCC1 1-acetoacetylpiperazine